L-γ-carboxyglutamic acid C(=O)(O)C(C[C@H](N)C(=O)O)C(=O)O